NC1=NNC2=CC=C(C=C12)C=1C=C2C(=NN(C2=CC1)C(C)C)COC1=C(C=CC=C1)CC(=O)O 2-(2-((3'-amino-1-isopropyl-1H,1'H-[5,5'-biindazol]-3-yl)methoxy)phenyl)acetic acid